4-amino-phenylcarbamoyl-(4-ureido-phenylalanine) NC1=CC=C(C=C1)NC(=O)N[C@@H](CC1=CC=C(C=C1)NC(=O)N)C(=O)O